C(CCCCCCCCCCC)(=O)C(C)O lauroyl-ethanol